C(C)SC(=C(C(=O)O)C#N)SCC.NC(C(=O)NC1=NC(N(C=C1)C1OC(C(C1O)O)CO)=O)C1=CNC2=CC=CC=C12 2-amino-N-(1-(3,4-dihydroxy-5-(hydroxymethyl)tetrahydrofuran-2-yl)-2-oxo-1,2-dihydropyrimidin-4-yl)-2-(1H-indol-3-yl)acetamide 3,3-bis(ethylthio)-2-cyanoacrylate